2-(2-(cyclopropanesulfonamido)thiazol-4-yl)-N-(2-isopropyl-4-(6-(trifluoromethyl)pyrazin-2-yl)phenyl)-2-methylpropanamide C1(CC1)S(=O)(=O)NC=1SC=C(N1)C(C(=O)NC1=C(C=C(C=C1)C1=NC(=CN=C1)C(F)(F)F)C(C)C)(C)C